[Si](C)(C)(C(C)(C)C)OCC(N1C(=NC=C1)C)C1=CC=C(N)C=C1 4-(2-((tert-butyldimethylsilyl)oxy)-1-(2-methyl-1H-imidazol-1-yl)ethyl)aniline